C(C)N(C1=CC=C2C=C(C(OC2=C1)=O)C1=NC2=C(N1C)C=CC=C2)CC 7-diethylamino-3-(1-methyl-2-benzimidazolyl)coumarin